CC1(C=CC=C1)C(C1(C=CC=C1)C)[Zr]OC bis(methylcyclopentadienyl)methyl-(methoxy)zirconium